O=C1C=CC=C(N1)N1[C@H]([C@H](CC1)NS(=O)(=O)C)CO[C@@H]1CC[C@@H](CC1)C1=CC=CC=C1 N-((2R,3S)-1-(6-oxo-1,6-dihydropyridin-2-yl)-2-((((CIS)-4-phenylcyclohexyl)oxy)methyl)pyrrolidin-3-yl)methanesulfonamide